(1S,2S,3R,5R)-2-fluoro-1,5-dimethyl-8-azabicyclo[3.2.1]octan F[C@@H]1[C@@]2(CC[C@](CC1)(N2)C)C